boron imidazole salt N1C=NC=C1.[B]